CN(C)C1=CC=CC2=C1C=CC=C2S(=O)(=O)NCCCCCN N-(5-aminopentyl)-5-dimethylaminonaphthalene-1-sulfonamide